(R)-6-(3-cyanophenyl)-N-(1-cyanopyrrolidin-3-yl)imidazo[1,2-a]pyridine-2-carboxamide C(#N)C=1C=C(C=CC1)C=1C=CC=2N(C1)C=C(N2)C(=O)N[C@H]2CN(CC2)C#N